The molecule is a linear amino hexasaccharide made up from two glucosamine, one glucose and three galactose residues, linked as shown. It is a glucosamine oligosaccharide and an amino hexasaccharide. CC(=O)N[C@@H]1[C@H]([C@@H]([C@H](O[C@H]1O[C@H]2[C@H]([C@H](O[C@H]([C@@H]2O)O[C@@H]3[C@H](O[C@H]([C@@H]([C@H]3O)NC(=O)C)O[C@H]4[C@H]([C@H](O[C@H]([C@@H]4O)O[C@@H]5[C@H](OC([C@@H]([C@H]5O)O)O)CO)CO)O)CO)CO)O)CO)O[C@H]6[C@@H]([C@H]([C@H]([C@H](O6)CO)O)O)O)O